7-bromo-3-(trifluoromethyl)naphthalen-1-ol BrC1=CC=C2C=C(C=C(C2=C1)O)C(F)(F)F